ethyl 4-[4-(1-cyclopropylmethyl-1H-indol-6-yl)-2,6-difluoro-phenoxy]-butyrate C1(CC1)CN1C=CC2=CC=C(C=C12)C1=CC(=C(OCCCC(=O)OCC)C(=C1)F)F